ClC=1C2=C(C=NC1)C=NN2C 7-chloro-1-methyl-1H-pyrazolo[4,3-c]pyridine